2-(3-methylmorpholino)-7-(2-morpholinoethoxy)-N-((2-(trifluoromethyl)pyridin-3-yl)methyl)pyrido[2,3-d]pyrimidin-4-amine CC1COCCN1C=1N=C(C2=C(N1)N=C(C=C2)OCCN2CCOCC2)NCC=2C(=NC=CC2)C(F)(F)F